2-phenylbut-3-yn-1,2-diol C1(=CC=CC=C1)C(CO)(C#C)O